tert-Butyl (2R,5S)-2-((R)-(3-fluorophenyl)(hydroxy)methyl)-5-(((S)-1-(methylsulfonyl)piperidin-3-yl)methyl)pyrrolidine-1-carboxylate FC=1C=C(C=CC1)[C@H]([C@@H]1N([C@@H](CC1)C[C@H]1CN(CCC1)S(=O)(=O)C)C(=O)OC(C)(C)C)O